1,3,5-tri(3-methyl-4-aminophenylamino)benzen CC=1C=C(C=CC1N)NC1=CC(=CC(=C1)NC1=CC(=C(C=C1)N)C)NC1=CC(=C(C=C1)N)C